C(C)N(C1=CC2=C(C=C(O2)C(=O)O)C=C1)CC 6-(Diethylamino)-1-benzofuran-2-carboxylic acid